FC(C=1C(=NNC1C(=O)OCC)C(=O)OCC)F Diethyl 4-(difluoromethyl)-1H-pyrazole-3,5-dicarboxylate